C(C(=C)C)(=O)OCCC[Si](OC)(OC)OC methacryloyloxypropyl-trimethoxysilane